P(=O)(O)(O)O.N1=C(N)N=C(N)N=C1N melamine-phosphate salt